3-(4-aminophenyl)-1-(tert-butyl)-5-(pyrazin-2-ylamino)-1H-pyrazole-4-carboxamide NC1=CC=C(C=C1)C1=NN(C(=C1C(=O)N)NC1=NC=CN=C1)C(C)(C)C